C(OC(C1=CC=CC=C1)CN1C(CCC2=CC=C(C=C12)CCN1CCN(CC1)C1=CC(=CC2=C1C=CS2)F)=O)([O-])=O (7-(2-(4-(6-fluorobenzothiophen-4-yl)piperazin-1-yl)ethyl)-2-oxo-3,4-dihydroquinoline-1(2H)-yl)methylbenzyl carbonate